O=C1NC2=CC(=CC=C2C(=C1)C1=C(C=CC=C1)C)O[C@@H](C(=O)N1C[C@H](CCC1)C(=O)OCC)C ethyl (S)-1-((R)-2-((2-oxo-4-(o-tolyl)-1,2-dihydroquinolin-7-yl)oxy)propanoyl)piperidine-3-carboxylate